F[P-](F)(F)(F)(F)F.C[NH2+]C N-methylmethanaminiUm hexafluorophosphate